C(C)(C)(C)OC(=O)N1C[C@H](CC1)OC1=NC(=CC(=C1)OC(F)F)NCC1=CC=CC=C1 (S)-3-((6-(benzylamino)-4-(difluoromethoxy)pyridin-2-yl)oxy)pyrrolidine-1-carboxylic acid tert-butyl ester